2-[[3-cyano-6-(trifluoromethoxy)-4-quinolinyl]amino]benzoic acid C(#N)C=1C=NC2=CC=C(C=C2C1NC1=C(C(=O)O)C=CC=C1)OC(F)(F)F